icosafluoro-1,12-dodecanediol FC(C(C(C(C(C(C(C(C(C(O)(F)F)(F)F)(F)F)(F)F)(F)F)(F)F)(F)F)(F)F)(F)F)(CCO)F